deoxycytidine-5'-tetraphosphate P(O)(=O)(OP(=O)(O)OP(=O)(O)OP(=O)(O)O)OC[C@@H]1[C@H](C[C@@H](O1)N1C(=O)N=C(N)C=C1)O